I(=O)(=O)CC(CN(C)C)I(=O)=O 1,2-diiodoxy-N,N-dimethyl-3-aminopropane